C1C(CC12CCNCC2)CN2CCC(CC2)C=2C=NN(C2)C2(CCC2)C(=O)NC2=C(C=C(C=C2)C(F)(F)F)Cl 1-(4-(1-((7-azaspiro[3.5]nonan-2-yl)methyl)piperidin-4-yl)-1H-pyrazol-1-yl)-N-(2-chloro-4-(trifluoromethyl)phenyl)cyclobutane-1-carboxamide